N-[(1S)-1-(4-{4-chloro-2,3,7,10-tetraazatricyclo[7.4.0.02,6]trideca-1(9),3,5,7-tetraen-10-yl}phenyl)-2,2,2-trifluoroethyl]-3-hydroxy-N-methylcyclobutane-1-carboxamide ClC1=NN2C=3CCCN(C3C=NC2=C1)C1=CC=C(C=C1)[C@@H](C(F)(F)F)N(C(=O)C1CC(C1)O)C